C(#CCCCCCCCC)OC1=CC=CC=C1 O-decynylphenol